1-((R)-3-(4-((S)-2,2,2-trifluoro-1-((4-(4-morpholino-7H-pyrrolo[2,3-d]pyrimidin-6-yl)phenyl)amino)ethyl)piperidin-1-yl)pyrrolidin-1-yl)prop-2-en-1-one FC([C@@H](NC1=CC=C(C=C1)C1=CC2=C(N=CN=C2N2CCOCC2)N1)C1CCN(CC1)[C@H]1CN(CC1)C(C=C)=O)(F)F